methyl 4-bromo-2-(2-cyanopropan-2-yl)benzoate BrC1=CC(=C(C(=O)OC)C=C1)C(C)(C)C#N